ClC1=CC(=C(C=C1)C1=NC(=CC2=C1N=C(N(C2=O)C)C)N2C[C@H](OCC2)C2=CC(=NC=C2)C)F 8-(4-chloro-2-fluoro-phenyl)-2,3-dimethyl-6-[(2R)-2-(2-methyl-4-pyridyl)morpholin-4-yl]pyrido[3,4-d]pyrimidin-4-one